4-[2-(4-chloro-2-fluoro-phenyl)-4-fluoro-2H-chromen-8-yl]piperidine ClC1=CC(=C(C=C1)C1OC2=C(C=CC=C2C(=C1)F)C1CCNCC1)F